FC1=C(C(=CC=2NC(=NC21)C)F)C#CC2=NN(C(=C2C(=O)N)NC)[C@@H]2CN([C@H](C2)COC)C(C=C)=O 3-[2-(4,6-difluoro-2-methyl-1H-1,3-benzodiazol-5-yl)ethynyl]-1-[(3s,5r)-5-(methoxymethyl)-1-(prop-2-enoyl)pyrrolidin-3-yl]-5-(methylamino)pyrazole-4-carboxamide